FC(CCCOC=1C=NN(C1)C12CC(C1)(C2)NC(OC(C)(C)C)=O)(F)F tert-butyl {3-[4-(4,4,4-trifluorobutoxy)-1H-pyrazol-1-yl]bicyclo[1.1.1]pentan-1-yl}carbamate